1-(1H-benzo[d]imidazol-5-yl)-5-m-tolylimidazolidin-2-one N1C=NC2=C1C=CC(=C2)N2C(NCC2C=2C=C(C=CC2)C)=O